COC1=CC=C(C(=N1)C)C(C#N)(C)C 2-(6-methoxy-2-methylpyridin-3-yl)-2-methylpropionitrile